FC=1C(=C(C=C(C1)C(C)(C)OC)[C@@H](C(=O)O)N1C[C@@H](CC1)N(CCCCCC1=NC=2NCCCC2C=C1)C)OC (S)-2-(3-fluoro-2-methoxy-5-(2-methoxypropan-2-yl)phenyl)-2-((R)-3-(methyl(5-(5,6,7,8-tetrahydro-1,8-naphthyridin-2-yl)pentyl)amino)pyrrolidin-1-yl)acetic acid